C(C)(=O)N[C@H](CC1=CC=CC=C1)C(=O)O (R)-N-acetylphenylalanine